3,5-di((E)-benzylidene)tetrahydro-4H-pyran-4-one C(/C1=CC=CC=C1)=C\1/COC\C(\C1=O)=C/C1=CC=CC=C1